C(C)OC(=O)C1CCN(CC1)C1=NC=C(C=N1)F 1-(5-Fluoropyrimidin-2-yl)piperidine-4-carboxylic acid ethyl ester